FC=1C(=CC(=NC1)N1[C@H](COCC1)C)N (S)-5-fluoro-2-(3-methylmorpholino)pyridin-4-amine